BrC1=CC(N(C=C1)CC(=O)OC(C)(C)C)=O tert-butyl 2-(4-bromo-2-oxo-1-pyridyl)acetate